tert-butyl 4-[5-[3-cyano-4-[6-[4-ethyl-4-(isopropylcarbamoyl)-1-piperidyl]-3-pyridyl]pyrazolo[1,5-a]pyridin-6-yl]pyrimidin-2-yl]piperazine-1-carboxylate C(#N)C=1C=NN2C1C(=CC(=C2)C=2C=NC(=NC2)N2CCN(CC2)C(=O)OC(C)(C)C)C=2C=NC(=CC2)N2CCC(CC2)(C(NC(C)C)=O)CC